tert-butyl 3-(6-acetyl-2-(4-(2,4-difluorophenoxy)piperidin-1-yl)-5,6,7,8-tetrahydropyrido[3,4-b]pyrazin-3-yl)-5,6-dihydroimidazo[1,2-a]pyrazine-7(8H)-carboxylate C(C)(=O)N1CC2=NC(=C(N=C2CC1)N1CCC(CC1)OC1=C(C=C(C=C1)F)F)C1=CN=C2N1CCN(C2)C(=O)OC(C)(C)C